CC=1C(=C2C=NNC2=CC1)C1=NC(=NC=C1)N1CC2(CN(C2)C(C=C)=O)CC1 1-(6-(4-(5-methyl-1H-indazol-4-yl)pyrimidin-2-yl)-2,6-diazaspiro[3.4]octan-2-yl)prop-2-en-1-one